lanthanum(III) trifluoromethane-sulfonate FC(S(=O)(=O)[O-])(F)F.[La+3].FC(S(=O)(=O)[O-])(F)F.FC(S(=O)(=O)[O-])(F)F